FC(C1=C(C(=C2C(=N1)CCC2)NC(=O)N=[S@@](=O)(N)C2=NN(C=C2F)CC)C(F)(F)F)(F)F |o1:15| (S) or (R)-N'-((2,3-bis(trifluoromethyl)-6,7-dihydro-5H-cyclopenta[b]pyridin-4-yl)carbamoyl)-1-ethyl-4-fluoro-1H-pyrazole-3-sulfonimidamide